N1C=CC=C1 trans-pyrrol